FC1=CC=C(C=C1)C(N1C(C(N(CC1)C1=CC(N(C=2C=CC(=NC12)C#N)C)=O)C)C)C1=CC=C(C=C1)F 8-(4-(bis(4-fluorophenyl)methyl)-2,3-dimethylpiperazin-1-yl)-5-methyl-6-oxo-5,6-dihydro-1,5-naphthyridine-2-carbonitrile